CN1CCC(CC1)C(=O)OCC(CCCCCCCC(=O)O)CCCCCCCC(=O)O 9-{[(1-methylpiperidine-4-carbonyl)oxy]methyl}heptadecanedioic acid